C(C)(C)(C)OC(=O)N[C@H](C(=O)O)C12CC3(C[C@H](C[C@@H](C1)C3)C2)O (S)-2-((tert-butoxycarbonyl)amino)-2-((1r,3R,5R,7S)-3-hydroxyadamantan-1-yl)acetic acid